(S)-2-(3-azidopropyl)-4-(4-(3-(tert-butoxy)-2-((1,3-dioxoisoindolin-2-yl)oxy)-3-oxopropoxy)phenyl)-1-((1-(tert-butoxycarbonyl)-3-fluoroazetidin-3-yl)methyl)-1H-pyrazol-2-ium N(=[N+]=[N-])CCC[N+]=1N(C=C(C1)C1=CC=C(C=C1)OC[C@@H](C(=O)OC(C)(C)C)ON1C(C2=CC=CC=C2C1=O)=O)CC1(CN(C1)C(=O)OC(C)(C)C)F